4-(benzylamino)-4-cyano-2-methylbut-2-ylcarbamic acid tert-butyl ester C(C)(C)(C)OC(NC(C)(CC(C#N)NCC1=CC=CC=C1)C)=O